n-butyl 4-vinylbenzoate C(=C)C1=CC=C(C(=O)OCCCC)C=C1